2-(2-bromo-4-chlorophenyl)-3-(4-chlorophenyl)-4-fluoro-6-((S)-1-hydroxy-1-(tetrahydro-2H-pyran-4-yl)propyl)-3-methoxyisoindolin-1-one BrC1=C(C=CC(=C1)Cl)N1C(C2=CC(=CC(=C2C1(OC)C1=CC=C(C=C1)Cl)F)[C@](CC)(C1CCOCC1)O)=O